C(#C)C1(CC(=C(C(=C1)CC(C)C)S)C=O)C1=CC(=CC(=C1)C1(CC(=C(C(=C1)CC(C)C)S)C=O)C#C)C1(CC(=C(C(=C1)CC(C)C)S)C=O)C#C 1,3,5-tris(1'-ethynyl-3'-formyl-4'-mercapto-5'-isobutylphenyl)benzene